BrC=1C=CC=2C(=CSN2)C1 5-bromo-2,1-benzothiazole